(2R)-2-((8-[(3beta)-cholest-5-en-3-yloxy]octyl)oxy)-N,N-dimethyl-3-[(9Z,12Z)-octadeca-9,12-dienyloxy]propan-1-amine CC(C)CCC[C@@H](C)[C@H]1CC[C@H]2[C@@H]3CC=C4C[C@H](CC[C@]4(C)[C@H]3CC[C@]12C)OCCCCCCCCO[C@H](CN(C)C)COCCCCCCCC\C=C/C\C=C/CCCCC